(R)-4-((2-(((4-fluoro-3-methylpyridin-2-yl)(1-methylcyclopentyl)methyl)amino)-3,4-dioxocyclobut-1-en-1-yl)amino)-3-hydroxy-N,N-dimethylpicolinamide FC1=C(C(=NC=C1)[C@@H](C1(CCCC1)C)NC1=C(C(C1=O)=O)NC1=C(C(=NC=C1)C(=O)N(C)C)O)C